4-(2-OXOAZETIDIN-1-YL)-N-(3-(PYRIDIN-2-YLETHYNYL)PHENYL)BENZAMIDE O=C1N(CC1)C1=CC=C(C(=O)NC2=CC(=CC=C2)C#CC2=NC=CC=C2)C=C1